2',6'-dimethoxy-2-methyl-[1,1'-biphenyl]-4-sulfonyl chloride COC1=C(C(=CC=C1)OC)C1=C(C=C(C=C1)S(=O)(=O)Cl)C